cyclobutenyl-phenethyl-phosphinic acid C1(=CCC1)P(O)(=O)CCC1=CC=CC=C1